[Na].FC1(CCC(CC1)C=1SC=C(N1)CO)F (2-(4,4-difluorocyclohexyl)thiazol-4-yl)methanol sodium